(S)-3-(1H-imidazol-4-yl)-2-(methylamino)propionic acid hydrochloride Cl.N1C=NC(=C1)C[C@@H](C(=O)O)NC